N-(2-chloro-5-(1,3-dioxo-1,3,4,5,6,7-hexahydro-2H-isoindole-2-yl)-4-fluorophenyl)cyclopropanecarboxamide ClC1=C(C=C(C(=C1)F)N1C(C=2CCCCC2C1=O)=O)NC(=O)C1CC1